CN(CCNCC1=C(N=C(S1)C1CC1)C1=CC=C(C=C1)OC(F)(F)F)C dimethyl-N'-(2-cyclopropyl-4-(4-trifluoromethoxyphenyl)thiazol-5-yl-methyl)ethylenediamine